P(OCC(F)F)(OCC(F)F)OCC(F)F tris(2,2-difluoroethyl) phosphite